3-mercapto-4-phenyl-1,2,4-triazole SC1=NN=CN1C1=CC=CC=C1